N'-(1-methyldodecylidene)picolinic acid hydrazide CC(CCCCCCCCCCC)=NNC(C1=NC=CC=C1)=O